butoxy-3-chlorobenzonitrile C(CCC)OC1=C(C#N)C=CC=C1Cl